(((4-(trifluoromethoxy)phenyl)sulfonyl)methyl)pyridine FC(OC1=CC=C(C=C1)S(=O)(=O)CC1=NC=CC=C1)(F)F